CC1=CC=C(C=C1)S(=O)(=O)N2CC3(C2)COC3 6-(p-toluenesulfonyl)-2-oxa-6-azaspiro[3.3]heptane